C[C@H]1CN(CCC1)C1CCN(CC1)C=1SC(=CN1)C(=O)NCC1=NC(=CC=C1)OC(F)(F)F 2-[(3R)-3-methyl-[1,4'-bipiperidin]-1'-yl]-N-{[6-(trifluoromethoxy)pyridin-2-yl]methyl}-1,3-thiazole-5-carboxamide